OC1=C2C(C=C(OC2=CC(=C1OC)O)C1=CC=C(C=C1)N)=O 5-hydroxy-6-methoxy-7-hydroxy-4'-aminoflavone